3-(bis(4-methoxyphenyl)(phenyl)methoxy)propyl ((4S,5S)-5-ethoxy-1,2-dithian-4-yl) diisopropylphosphoramidite C(C)(C)N(P(OCCCOC(C1=CC=CC=C1)(C1=CC=C(C=C1)OC)C1=CC=C(C=C1)OC)O[C@@H]1CSSC[C@H]1OCC)C(C)C